(R)-(1-methyl-3-(trifluoromethyl)-1H-1,2,4-triazol-5-yl)(4-(4-(trifluoromethyl)pyrazolo[1,5-a]pyridin-2-yl)-6,7-dihydro-1H-imidazo[4,5-c]pyridin-5(4H)-yl)methanone CN1N=C(N=C1C(=O)N1[C@H](C2=C(CC1)NC=N2)C2=NN1C(C(=CC=C1)C(F)(F)F)=C2)C(F)(F)F